5,6-dichloro-4-(1H-1,2,4-triazol-1-yl)quinolin-2-ol ClC1=C2C(=CC(=NC2=CC=C1Cl)O)N1N=CN=C1